ClC1=C(C=C(C(=C1)OC1=CC=CC=C1)C)N=CN(C)CC N'-(2-chloro-5-methyl-4-phenoxy-phenyl)-N-ethyl-N-methyl-formamidine